COC1=CC=C(CN(C=2N=C3C(=NC2)N=C(S3)C)CC3=CC=C(C=C3)OC)C=C1 N,N-bis(4-methoxybenzyl)-2-methylthiazolo[4,5-b]pyrazin-6-amine